NC1=CC=C(OC=2C(=C(OC3=C(C#N)C(=CC=C3)OC3=C(C(=CC=C3)OC3=CC=C(C=C3)N)C#N)C=CC2)C#N)C=C1 2,6-bis[3-(4-aminophenoxy)-2-cyanophenoxy]benzonitrile